[La].[Si] silicon-lanthanum